xylylene diisothiocyanate C=1(C(=CC=CC1)CN=C=S)CN=C=S